OCCC1=CC(=NC=C1)C1=CN=C2N1N=C(C=C2)NCC2=C(C=CC=C2)O 2-(((3-(4-(hydroxyethyl)pyridin-2-yl)imidazo[1,2-b]pyridazin-6-yl)-amino)-methyl)phenol